5-bromo-picolinic acid methyl ester COC(C1=NC=C(C=C1)Br)=O